4-((((1R,3s,5S)-8-((4-(Difluoromethoxy)phenyl)sulfonyl)-8-azabicyclo[3.2.1]octan-3-yl)amino)methyl)tetrahydro-2H-pyran-4-ol FC(OC1=CC=C(C=C1)S(=O)(=O)N1[C@H]2CC(C[C@@H]1CC2)NCC2(CCOCC2)O)F